(2R)-N-((R)-(3-chloro-4-fluorophenyl)(5-fluoro-6-(2,2,2-trifluoroethoxy)pyridin-2-yl)methyl)-2-methyl-3-oxopiperazine-1-carboxamide ClC=1C=C(C=CC1F)[C@@H](NC(=O)N1[C@@H](C(NCC1)=O)C)C1=NC(=C(C=C1)F)OCC(F)(F)F